(S)-5-cyclopropyl-6-ethyl-3-((3-(2-(2-(2-fluoro-N-methylacrylamido)propanamido)ethyl)phenyl)amino)pyrazine-2-carboxamide C1(CC1)C=1N=C(C(=NC1CC)C(=O)N)NC1=CC(=CC=C1)CCNC([C@H](C)N(C(C(=C)F)=O)C)=O